C1(CCCC1)N1C2=NC(=NC(=C2N=C1)NCC=1C(NC(=CC1C)C)=O)C1=CC(=CC=C1)N1CCOCC1 3-(((9-cyclopentyl-2-(3-morpholinophenyl)-9H-purin-6-yl)amino)methyl)-4,6-dimethylpyridin-2(1H)-one